C(CC1=CNC=N1)C(=O)O desAmino-histidine